COC(=O)[C@]1(CN(C2=CC(=CC=C12)CC1=CC=C(C=C1)F)C(=O)OC(C)(C)C)C (R)-6-(4-Fluorobenzyl)-3-methylindoline-1,3-dicarboxylic acid 1-tert-butyl 3-methyl ester